niobium pentaisopropoxide CC([O-])C.CC([O-])C.CC([O-])C.CC([O-])C.CC([O-])C.[Nb+5]